7-(5-methyl-1,2,4-oxadiazol-3-yl)-N-[(3R)-pyrrolidin-3-yl]isoquinolin-1-amine CC1=NC(=NO1)C1=CC=C2C=CN=C(C2=C1)N[C@H]1CNCC1